C(C1=CC=CC=C1)OC=1C(=NC=C(C1)OCC1=CC=CC=C1)C1(CC1)N 1-[3,5-bis(benzyloxy)-2-pyridyl]cyclopropylamine